tert-butyl N-[(3R)-5-[(4-chlorophenyl)methyl]-7-cyano-8-fluoro-4-oxo-2,3-dihydro-1,5-benzothiazepin-3-yl]carbamate ClC1=CC=C(C=C1)CN1C([C@H](CSC2=C1C=C(C(=C2)F)C#N)NC(OC(C)(C)C)=O)=O